methyl (S)-3-(8-bromo-6-(2-fluorophenyl)-1-(((4-phenylpiperazin-1-yl)methyl)thio)-4H-benzo[f][1,2,4]triazolo[4,3-a][1,4]diazepin-4-yl)propionate BrC=1C=CC2=C(C(=N[C@H](C=3N2C(=NN3)SCN3CCN(CC3)C3=CC=CC=C3)CCC(=O)OC)C3=C(C=CC=C3)F)C1